BrC=1N=C(N(N1)C1=NC=C(C=C1)C#N)C(C)C1=C(C(=O)N)C=C(C=C1OCC(F)F)C(F)(F)F [1-[5-bromo-2-(5-cyano-2-pyridinyl)-1,2,4-triazol-3-yl]ethyl]-3-(2,2-difluoroethoxy)-5-(trifluoromethyl)benzamide